C(=O)(O)CC1C2C(C(C(C1C(=O)O)C2)C(=O)O)C(=O)O 5-carboxymethylbicyclo[2.2.1]heptane-2,3,6-tricarboxylic acid